ClC1=NC(=NC=C1)NC1=NC=NC2=CC(=C(C=C12)[N+](=O)[O-])OC N-(4-chloropyrimidin-2-yl)-7-methoxy-6-nitroquinazolin-4-amine